(2S,3R,4S,4aR,10bR)-2,3,4,7-Tetrahydroxy-1,3,4,4a,5,10b-hexahydrophenanthridin-6(2H)-one O[C@H]1C[C@@H]2C3=CC=CC(=C3C(N[C@H]2[C@@H]([C@@H]1O)O)=O)O